(2R,4S)-N-((Z)-4-(3,3-difluoroazetidin-1-yl)-4-oxobut-2-en-1-yl)-4-fluoro-2-methylpiperidine-4-carboxamide FC1(CN(C1)C(\C=C/CNC(=O)[C@]1(C[C@H](NCC1)C)F)=O)F